tert-butyl 6-(4-(methoxycarbonyl)phenyl)-2-oxa-7-azaspiro[3.5]non-5-ene-7-carboxylate COC(=O)C1=CC=C(C=C1)C1=CC2(COC2)CCN1C(=O)OC(C)(C)C